5-METHYL-1H-IMIDAZOLE-4-CARBALDEHYDE CC1=C(N=CN1)C=O